N1-(2-(dimethylamino)ethyl)-N4-(4-(2-(dimethylphosphino)phenylamino)-5-fluoropyrimidin-2-yl)-N1-methylbenzene-1,2,4-triamine CN(CCN(C=1C(=CC(=CC1)NC1=NC=C(C(=N1)NC1=C(C=CC=C1)P(C)C)F)N)C)C